O1CCC2=C1C=CC(=C2)C=2C=C1CCC(C1=CC2)N2CCC(CC2)C(=O)O (5-(2,3-Dihydrobenzofuran-5-yl)-2,3-dihydro-1H-inden-1-yl)piperidine-4-carboxylic acid